4-phenyl-N-((3aR,5s,6aS)-2-((tetrahydro-2H-pyran-4-yl)methyl)octahydrocyclopenta[c]pyrrol-5-yl)thieno[2,3-d]pyridazin-7-amine C1(=CC=CC=C1)C1=C2C(=C(N=N1)NC1C[C@@H]3[C@@H](CN(C3)CC3CCOCC3)C1)SC=C2